N=1N(N=C2C1C=CC=C2)C=2C=C(C=C(C2O)C(C)(C)C)C(C(=O)O)C [3-(2H-benzotriazole-2-yl)-4-hydroxy-5-tert.butylphenyl]-propionic acid